4-bromophenyl-cyclobutanone (2-aminoethyl)aminoethanesulfonate NCCNC(C)S(=O)(=O)O.BrC1=CC=C(C=C1)C1C(CC1)=O